BrC1=CC=2C3(C4=CC(=CC=C4C2C=C1)P(C1=CC=CC=C1)(C1=CC=CC=C1)=O)C1=CC=CC=C1C=1C=CC=CC13 (2-bromo-9,9'-spirobifluorene-7-yl)diphenylphosphine oxide